3-fluoro-2-hydroxy-5-(1-(3-(1-methyl-1H-pyrazol-4-yl)phenyl)-1H-pyrazol-4-yl)benzaldehyde FC=1C(=C(C=O)C=C(C1)C=1C=NN(C1)C1=CC(=CC=C1)C=1C=NN(C1)C)O